bis(triphenylphosphine) iridium hydride [IrH3].C1(=CC=CC=C1)P(C1=CC=CC=C1)C1=CC=CC=C1.C1(=CC=CC=C1)P(C1=CC=CC=C1)C1=CC=CC=C1